Cl.C(C)(=O)OC1CC(C1)N (1S,3S)-3-aminocyclobutyl acetate hydrochloride